ClC1=C(OC2=NC=C(C=C2C(=O)NC2=CC(=CC=C2)S(=O)(=O)C)C(F)(F)F)C=CC(=C1)OC(F)(F)F 2-[2-chloro-4-(trifluoromethoxy)phenoxy]-N-(3-methylsulfonylphenyl)-5-(trifluoromethyl)pyridine-3-carboxamide